4-chloro-1-p-toluenesulfonyl-1H-pyrrolo[2,3-b]Pyridine ClC1=C2C(=NC=C1)N(C=C2)S(=O)(=O)C2=CC=C(C)C=C2